CC1=C(C(=CC(=C1)C)C)S(=O)(=O)[O-].N[N+]1=C(C=C(C=C1)Br)N 1,2-diamino-4-bromo-pyridinium 2,4,6-trimethyl-benzenesulfonate